bisoxalic acid borate B(O)(O)O.C(C(=O)O)(=O)O.C(C(=O)O)(=O)O